FC1(CCN(CC1)C(=O)C1=CC(=NC=C1)NC=1SC=C(N1)C1=NC=CC=C1)F (4,4-difluoro-piperidin-1-yl)(2-(4-(pyridin-2-yl)thiazol-2-ylamino)pyridin-4-yl)methanone